C(C)C(CC)(C1=CC=C(C=C1)O)C1=CC=C(C=C1)O 4,4'-(1-ethylpropylidene)bis[phenol]